FC1=C(C(=C(C=C1F)C)I)O 2,3-Difluoro-6-iodo-5-methylphenol